C(C1=CC=CC=C1)OC(=O)C1(CCC1)C(C)=O 1-Acetylcyclobutane-1-carboxylic acid benzyl ester